4,6-dichloro-3-iodo-1-tetrahydropyran-2-yl-pyrazolo[4,3-c]pyridine ClC1=NC(=CC2=C1C(=NN2C2OCCCC2)I)Cl